1,1'-(ethylazanediyl)bis(propan-2-ol) C(C)N(CC(C)O)CC(C)O